CC1(CC2(CC(C2)N[C@@H]2[C@H](CCCC2)CC=2C=C3CN(C(C3=CC2)=O)C2C(NC(CC2)=O)=O)C1)C 3-(5-(((1R,2S)-2-((6,6-dimethylspiro[3.3]heptan-2-yl)amino)cyclohexyl)methyl)-1-oxoisoindolin-2-yl)piperidine-2,6-dione